ClC1=NC=CC2=C1N(C(=N2)CN2C[C@H](CCC2)C)COCC[Si](C)(C)C (3S)-1-[(4-chloro-3-[(2-(trimethylsilyl)ethoxy)methyl]-3H-imidazo[4,5-c]pyridin-2-yl)methyl]-3-methylpiperidine